3-((7-methylisoquinolin-1-yl)amino)propanamide CC1=CC=C2C=CN=C(C2=C1)NCCC(=O)N